C(CCC)C1=C(C(=C(C2=CC=CC=C12)CC(=O)O)CCCC)CCCC tributyl-naphthaleneacetic acid